[Pb].O Water lead